[3-bromo-2-(bromomethyl)propoxy]tris(1-methylethyl)silane BrCC(CO[Si](C(C)C)(C(C)C)C(C)C)CBr